(2S)-4-[5-(3-cyanophenyl)-4-methyl-4,5-dihydro-1,3-oxazol-2-yl]-1-[N-(1-methylethyl)-6-piperidin-1-yl-D-norleucyl]-N-(thiophen-2-ylmethyl)piperazine-2-carboxamide C(#N)C=1C=C(C=CC1)C1C(N=C(O1)N1C[C@H](N(CC1)C([C@H](NC(C)C)CCCCN1CCCCC1)=O)C(=O)NCC=1SC=CC1)C